CC=1C(=C(C=CC1)C)CBr dimethyl-2-(bromomethyl)benzene